METHYL-2,7-DICHLORO-9-HYDROXYFLUORENE-9-CARBOXYLATE COC(=O)C1(C2=CC(=CC=C2C=2C=CC(=CC12)Cl)Cl)O